2-(3-chlorophenyl)-2-methylpropyl ((2S)-1-((3-(8-acetyl-2-oxo-1,8-diazaspiro[4.5]decan-3-yl)-1-(diethoxyphosphoryl)-1-hydroxypropan-2-yl)amino)-4-methyl-1-oxopentan-2-yl)carbamate C(C)(=O)N1CCC2(CC(C(N2)=O)CC(C(O)P(=O)(OCC)OCC)NC([C@H](CC(C)C)NC(OCC(C)(C)C2=CC(=CC=C2)Cl)=O)=O)CC1